ClC1=CC=C(/C=C/C2=NC3=CC=CC=C3C=C2)C=C1 (E)-2-(4-chlorostyryl)quinoline